C(=O)C1=CC=C2C(=NN(C2=C1)C)C(=N)NC1=CC=C(C=C1)OC(F)(F)F 6-formyl-1-methyl-N-[4-(trifluoromethoxy)phenyl]indazole-3-carboxamidine